C(C)(C)(C)OC(=O)N1CC[C@](C2=CC(=CC=C12)C(=O)O)(C)C#N (S)-1-(tert-butyloxycarbonyl)-4-cyano-4-methyl-1,2,3,4-tetrahydroquinoline-6-carboxylic acid